C(C=C)(=O)N1C(CN(CC1)C=1N=C2C(=NC1)NC=C2C(=O)N[C@@H]2[C@H](C)OCC2)(C)C 3-({[2-(4-acryloyl-3,3-dimethylpiperazin-1-yl)-5H-pyrrolo[2,3-b]pyrazin-7-yl]carbonyl}amino)-2,5-anhydro-1,3,4-trideoxy-L-threo-pentitol